(3-(1-amino-1,3-dihydrospiro[inden-2,4'-piperidin]-1'-yl)-6-(2-(2-amino-3-chloropyridin-4-yl)prop-1-en-1-yl)pyrazin-2-yl)methanol NC1C2=CC=CC=C2CC12CCN(CC2)C=2C(=NC(=CN2)C=C(C)C2=C(C(=NC=C2)N)Cl)CO